FC1=C(OC=2C=CC(=NC2)NC(=O)C2CC23CCN(CC3)C(=O)OCC)C=CC(=C1)F ethyl 1-((5-(2,4-difluorophenoxy)pyridin-2-yl)carbamoyl)-6-azaspiro[2.5]octane-6-carboxylate